N1-((3-(4,4-bis(methoxy-methyl)cyclohexyl)-6,7-dihydro-4H-pyrazolo[5,1-c]-[1,4]oxazin-2-yl)methyl)-N1-methylethane-1,2-diamine COCC1(CCC(CC1)C=1C(=NN2C1COCC2)CN(CCN)C)COC